BrC1=NN2C(C=CC(=C2)C2=NN(C=C2)C)=C1 bromo-6-(1-methyl-1H-pyrazol-3-yl)pyrazolo[1,5-a]pyridine